FC(OCC1=NNN=C1)(F)F 4-trifluoromethoxymethyl-2H-1,2,3-triazole